N-(4-(2,5-dimethyloxazol-4-yl)-2-ethoxyphenyl)-8-(4-methoxy-4-methylpiperidin-1-yl)-6-methylpyrido[3,4-d]pyrimidin-2-amine CC=1OC(=C(N1)C1=CC(=C(C=C1)NC=1N=CC2=C(N1)C(=NC(=C2)C)N2CCC(CC2)(C)OC)OCC)C